OCC=1C=C(C=CC1)NC(C1=CC(=CC=C1)Br)=O N-(3-(hydroxymethyl)phenyl)-3-bromobenzamide